COC=1C(C(=C(C(C1OC)=O)CCCCCCCCCC[P+](C1=CC=CC=C1)(C1=CC=CC=C1)C1=CC=CC=C1)C)=O 10-(4,5-dimethoxy-2-methyl-3,6-dioxo-1,4-cyclohexadienyl)decyl-triphenyl-phosphonium